FC(C1=CC2=C(C(OC(N2)=O)=O)C=C1)(F)F 7-(trifluoromethyl)-2H-3,1-benzoxazine-2,4(1H)-dione